FC1=C2CCC(C2=CC(=C1O)C)N(C(OC(C)(C)C)=O)C tert-Butyl 4-fluoro-5-hydroxy-6-methyl-2,3-dihydro-1H-inden-1-yl(methyl)carbamate